C(CC1=CC=CC=C1)N[C@@H](C(=O)N)CCC1=CC=CC=C1 (R)-2-(phenethylamino)-4-phenylbutanamide